ClC1=C(C=CC(=C1)C(F)(F)F)NC(CN1C=2N(C(C(=C1CC)N1CCN(CC1)C(C1=NC=CC=C1O)=O)=O)N=C(N2)C2=CCCCCC2)=O N-(2-chloro-4-(trifluoromethyl)phenyl)-2-(2-(cyclohept-1-en-1-yl)-5-ethyl-6-(4-(3-hydroxypicolinoyl)piperazin-1-yl)-7-oxo-[1,2,4]triazolo[1,5-a]pyrimidin-4(7H)-yl)acetamide